5-bromo-3-((2,4-dichlorophenylimino)-methyl)-2-hydroxyphenyl 3-methylbenzoate CC=1C=C(C(=O)OC2=C(C(=CC(=C2)Br)C=NC2=C(C=C(C=C2)Cl)Cl)O)C=CC1